C(CC=C)OC1=CC(=C(C=C1)C(/C=C/C1=CC=C(C(=O)O)C=C1)=O)OCC(=O)O 4-[(E)-3-[4-But-3-enoxy-2-(carboxymethoxy)phenyl]-3-oxoprop-1-enyl]benzoic acid